propargylCarboxylic acid C(C#C)C(=O)O